7-[[3-(trifluoromethyl)-1H-1,2,4-triazol-5-yl]methyl]-2-azaspiro[3.5]nonane FC(C1=NNC(=N1)CC1CCC2(CNC2)CC1)(F)F